C(C)OC(NC1=C(C=C(C=C1C)N1CC2=CC=C(C=C2CC1)C(F)(F)F)C)=O [2,6-Dimethyl-4-(6-trifluoromethyl-3,4-dihydro-1H-isoquinolin-2-yl)-phenyl]-carbamic acid ethyl ester